2-[4-[2,3-Difluoro-4-(3,4,5-trifluorophenyl)phenyl]cyclohex-3-en-1-yl]-5-propyl-tetrahydropyran FC1=C(C=CC(=C1F)C1=CC(=C(C(=C1)F)F)F)C1=CCC(CC1)C1OCC(CC1)CCC